CN1C=2N(CCC1)CCCN2 1-methyl-2,3,4,6,7,8-hexahydropyrimido[1,2-a]Pyrimidine